C(#N)CN1C([NH+](C=CC1)C)C 3-cyanomethyl-1,2-dimethyl-1,4-dihydropyrimidinium